ClC=1C=CC(=C(C1)N1CCN(CC1)CCCCCN1C2=C(OCC1)C=CC(=N2)C)C 4-(5-(4-(5-chloro-2-methylphenyl)piperazin-1-yl)pentyl)-6-methyl-3,4-dihydro-2H-pyrido[3,2-b][1,4]oxazine